C(C)C1(CN(C1)C(=O)OC(C)(C)C)O tert.-Butyl 3-ethyl-3-hydroxyazetidine-1-carboxylate